COC1=CC(=CC2=C1OC(CO2)C=2C=NC(=CC2)OC)CN2C=NC=1C2=NC=C(C1)C=1NC=C(N1)C 3-((8-methoxy-2-(6-methoxypyridin-3-yl)-2,3-dihydrobenzo[b][1,4]dioxin-6-yl)methyl)-6-(4-methyl-1H-imidazol-2-yl)-3H-imidazo[4,5-b]pyridine